6-bromo-1,2,3,4-tetrahydroquinoline BrC=1C=C2CCCNC2=CC1